C(C)(C)(C)OC(=O)[C@@]1(CN(C2=CC(=CC=C12)CC1=CC=C(C=C1)F)C)C (S)-methyl-6-(4-fluorobenzyl)-3-methylindoline-3-carboxylic acid tert-butyl ester